FC1=C(C=CC=C1S(=O)(=O)C)NC1=NC=C(C(=N1)C1=CNC2=C(C=CC=C12)NC([C@H](CC)N1C[C@@H](N([C@H](C1)C)C)C)=O)C (S)-N-(3-(2-((2-fluoro-3-(methylsulfonyl)phenyl)amino)-5-methylpyrimidin-4-yl)-1H-indol-7-yl)-2-((3S,5S)-3,4,5-trimethylpiperazin-1-yl)butanamide